2-(cycloheptylmethyl)-N-(3-methylsulfonylphenyl)-4-(trifluoromethyl)pyrazole-3-carboxamide C1(CCCCCC1)CN1N=CC(=C1C(=O)NC1=CC(=CC=C1)S(=O)(=O)C)C(F)(F)F